N1=NC=CC2=CC=C(C=C12)N1N=C(C(C1=O)C(=O)NC1=CC(=CC=C1)C(CC)(F)F)C 1-(cinnolin-7-yl)-N-(3-(1,1-difluoropropyl)phenyl)-3-methyl-5-oxo-4,5-dihydro-1H-pyrazole-4-carboxamide